ClC1=NC2=CC=CC=C2N=C1C1OC1C=1OC(=CC1)[N+](=O)[O-] 2-chloro-3-[3-(5-nitrofuran-2-yl)oxiran-2-yl]quinoxaline